C1(=CC=C(C=C1)N1C2=CC=CC=C2NC=2C=CC=CC12)C1=CC=CC=C1 10-([1,1'-biphenyl]-4-yl)phenazin